C[Si](OCC=1N=C(C2=C(N1)C=C(S2)C2=CC=C(C=C2)C(F)(F)F)N)(C(C)(C)C)C 2-(3,3,4,4-tetramethyl-2-oxa-3-silapent-1-yl)-6-[4-(trifluoromethyl)phenyl]thieno[3,2-d]pyrimidin-4-amine